ClC=1C=C(C=NC1)C1=NC(=C2N=CN(C2=N1)[C@H]1[C@@H]([C@@H]([C@H](O1)C(=O)NNC)O)O)NCC1=C(C=CC(=C1)C)F (2S,3S,4R,5R)-5-(2-(5-chloropyridin-3-yl)-6-((2-fluoro-5-methylbenzyl)amino)-9H-purin-9-yl)-3,4-dihydroxyl-N'-methyltetrahydrofuran-2-carbohydrazide